(E)-5-(3-(2-chloro-4-methylphenyl)acryloyl)-4-methylthiothieno[2,3-b]pyridin-6(7H)-one ClC1=C(C=CC(=C1)C)/C=C/C(=O)C1=C(C2=C(NC1=O)SC=C2)SC